N-(2,6-diisopropylphenyl)-2,6-dimethylbenzamide C(C)(C)C1=C(C(=CC=C1)C(C)C)NC(C1=C(C=CC=C1C)C)=O